o-acetylaminophenyl borate B(OC1=C(C=CC=C1)NC(C)=O)([O-])[O-]